C[C@H]1CN(CCN1CC1CCNCC1)C1=CC=C(C=N1)N1C(CCCC1=O)=O (6-((S)-3-methyl-4-(piperidin-4-ylmethyl)piperazin-1-yl)pyridin-3-yl)piperidine-2,6-dione